Ethyl 6-(2-((2-(4-chlorophenyl)-1H-benzo[d]imidazol-1-yl)methyl)phenoxy)hexanoate ClC1=CC=C(C=C1)C1=NC2=C(N1CC1=C(OCCCCCC(=O)OCC)C=CC=C1)C=CC=C2